C(CCCCCCCCCC(CCCCCCCCCCC)(C(=O)OCC1=CC=CC=C1)C(=O)OC(C)(C)C)C(=O)OCC1=CC=CC=C1 1,11-dibenzyl 11-(tert-butyl) docosane-1,11,11-tricarboxylate